5-chloro-2-fluoro-4-{[4-({[(2S,4R)-4-methoxypyrrolidin-2-yl]methyl}amino)butyl]amino}-N-1,3-thiazol-2-ylbenzenesulfonamide ClC=1C(=CC(=C(C1)S(=O)(=O)NC=1SC=CN1)F)NCCCCNC[C@H]1NC[C@@H](C1)OC